tert-butyl N-[3-chloro-4-(dimethylamino)-5,6-difluoro-9H-pyrido[2,3-b]indol-8-yl]-N-methyl-carbamate ClC1=C(C2=C(NC3=C(C=C(C(=C23)F)F)N(C(OC(C)(C)C)=O)C)N=C1)N(C)C